BrCC1=CC=C(C=C1)OC(F)F 1-(bromo-methyl)-4-(difluoro-methoxy)benzene